4-[4-[[(4S)-8-chlorochroman-4-yl]carbamoylamino]thiazol-2-yl]benzamide ClC=1C=CC=C2[C@H](CCOC12)NC(=O)NC=1N=C(SC1)C1=CC=C(C(=O)N)C=C1